N=1C=NN2C1C=C(C=C2)CC2=C(C=C(C=C2)NC=2C1=C(N=CN2)C=CC(=N1)N1CCN(CC1)C(\C=C\CN(C)C)=O)C (E)-1-(4-(4-((4-([1,2,4]triazolo[1,5-a]pyridin-7-ylmethyl)-3-methylphenyl)amino)pyrido[3,2-d]pyrimidin-6-yl)piperazin-1-yl)-4-(dimethylamino)but-2-en-1-one